N-Arachidonoyl-dopamine C(CCC\C=C/C\C=C/C\C=C/C\C=C/CCCCC)(=O)NCCC1=CC(O)=C(O)C=C1